The molecule is a physalin with antimalarial, antitumour and antimicrobial activities isolated from Physalis angulata. It has a role as an antimalarial, an antineoplastic agent and an antimicrobial agent. It is an enone, a lactone, an organic heteroheptacyclic compound and a physalin. C[C@]12C[C@@H]3[C@]4([C@]56[C@H]1C(=O)[C@](O5)([C@@H]7CC=C8CC=CC(=O)[C@@]8([C@H]7CC[C@]6(C(=O)O4)O)C)OC[C@H]2C(=O)O3)C